C1(=CC=CC=C1)/C=C/C(=O)N(CC1SCCC1)C1=NNC=C1 (E)-3-phenyl-N-(1H-pyrazol-3-yl)-N-(tetrahydrothiophen-2-ylmethyl)prop-2-enamide